CC(C)CCC[C@@H](C)[C@H]1CC[C@H]2[C@@H]3CC=C4C[C@H](CC[C@]4(C)[C@H]3CC[C@]12C)OCCCCCCCCOC[C@@H](COCCCCCCC)N(C)C (2R)-1-({8-[(3b)-cholest-5-en-3-yloxy]octyl}oxy)-3-(heptyloxy)-N,N-dimethylpropan-2-amine